N-((R)-1-(3-amino-5-(trifluoromethyl)phenyl)ethyl)-2,7,10-trimethyl-7,8,9,10-tetrahydro-[1,4]dioxocino[2,3-g]quinazolin-4-amine NC=1C=C(C=C(C1)C(F)(F)F)[C@@H](C)NC1=NC(=NC2=CC3=C(C=C12)OC(CCC(O3)C)C)C